C(C)(C)(C)[Si](C)(C)OC=1C(=C(C2=C(C=CO2)C1)[Si](C)(C)C)F tert-butyl-(6-fluoro-7-(trimethylsilyl)benzofuran-5-yloxy)dimethylsilane